tert-Butyl (3-cyano-7-fluoro-4-(5-fluoro-3-((R)-3-((R)-3-hydroxypiperidin-1-yl)pyrrolidin-1-yl)-7,9-dihydrofuro[3,4-f]quinazolin-6-yl)thieno[3,2-c]pyridin-2-yl)carbamate C(#N)C1=C(SC2=C1C(=NC=C2F)C=2C1=C(C=3C=NC(=NC3C2F)N2C[C@@H](CC2)N2C[C@@H](CCC2)O)COC1)NC(OC(C)(C)C)=O